2,5-dimethyl-3-hexyne-2,5-diol CC(C)(C#CC(C)(O)C)O